C1(CC1)S(=O)(=O)N1N=CC(=C1)C1=NC=CC(=N1)NC1=NC=C(C(=C1)OC1CCC(CC1)NC)C1=NN(C=C1)C(F)F 2-(1-(Cyclopropylsulfonyl)-1H-pyrazol-4-yl)-N-(5-(1-(difluoromethyl)-1H-pyrazol-3-yl)-4-(((1s,4s)-4-(methylamino)cyclohexyl)oxy)pyridin-2-yl)pyrimidin-4-amine